C12CNCC(CC1)N2CC2CCC1(CCN(CC1)C(=O)C=1C=CC(=C(C1)N1C(NC(CC1)=O)=O)Cl)CC2 1-(5-(9-((3,8-diazabicyclo[3.2.1]oct-8-yl)methyl)-3-azaspiro[5.5]undecane-3-carbonyl)-2-chlorophenyl)dihydropyrimidine-2,4(1H,3H)-dione